3-bromo-2,5-difluoroaniline hydrochloride Cl.BrC=1C(=C(N)C=C(C1)F)F